p-tolueneimine vanadium [V].CC1=CCC(C=C1)=N